O=C(CCC)O[2H] oxobutanol-d